2-((12-(cyclohexyldimethylsilyl)dodecyl)thio)ethyl hydrogen ((((R)-1-(6-amino-9H-purin-9-yl)propan-2-yl)oxy)methyl)phosphonate NC1=C2N=CN(C2=NC=N1)C[C@@H](C)OCP(OCCSCCCCCCCCCCCC[Si](C)(C)C1CCCCC1)(O)=O